5-((1-(2-chloro-3-fluorophenyl)-2-methylpropyl)amino)-N-((R,E)-4-(methylsulfonyl)but-3-en-2-yl)pyrazine-2-carboxamide ClC1=C(C=CC=C1F)C(C(C)C)NC=1N=CC(=NC1)C(=O)N[C@H](C)\C=C\S(=O)(=O)C